P(=O)(O)(O)[O-] (Z)-dihydrogenphosphate